2,7-Dibromopyrene-4,5,9,10-tetraone BrC1=CC=2C(C(C=3C=C(C=C4C(C(C(=C1)C2C43)=O)=O)Br)=O)=O